(S)-7-(2-(2-oxa-7-azaspiro[3.5]non-7-yl)pyrimidin-5-yl)-4-phenyl-3,4-dihydro-1H-benzo[4,5]imidazo[2,1-c][1,4]oxazine C1OCC12CCN(CC2)C2=NC=C(C=N2)C2=CC1=C(N=C3COC[C@@H](N31)C3=CC=CC=C3)C=C2